C(CCCCCCCCC)[C@](O)(C[N+](C)(C)C)CC([O-])=O decanyl-L-carnitine